N1=C(C=CC=C1)C=O Picolinaldehyde